(3-chloro-5-(methylsulfonyl)phenyl)-1-(2-cis-hydroxycyclohexyl)-1H-pyrazole-4-carboxamide ClC=1C=C(C=C(C1)S(=O)(=O)C)C1=NN(C=C1C(=O)N)C1(CCCCC1)O